(1-(3-fluoro-4-(7-((3-(4-fluoropiperidin-1-yl) propyl) carbamoyl) benzo[d]imidazo[2,1-b]thiazol-2-yl) phenyl) cyclopropyl) carbamate C(N)(OC1(CC1)C1=CC(=C(C=C1)C=1N=C2SC3=C(N2C1)C=CC(=C3)C(NCCCN3CCC(CC3)F)=O)F)=O